isopropyl-ammonium 3,3-diphenylpropionate C1(=CC=CC=C1)C(CC(=O)[O-])C1=CC=CC=C1.C(C)(C)[NH3+]